4-methoxy-6-(thiophen-3-yl)isoxazolo[5,4-b]pyridin-3-amine COC1=C2C(=NC(=C1)C1=CSC=C1)ON=C2N